CN(CCOC=1C=CC(=C(C(=O)N[C@H](C)C2=CC(=CC(=C2)C2=NC=NN2C)C2=NN(C=C2)CC)C1)C)C (R)-5-(2-(dimethylamino)ethoxy)-N-(1-(3-(1-ethyl-1H-pyrazol-3-yl)-5-(1-methyl-1H-1,2,4-triazol-5-yl)phenyl)ethyl)-2-methylbenzamide